C1(CCCCC1)C(CSCCCCCCCCCCCC)C(CCC=C)=O 2-cyclohexyl-1-dodecylsulfanyl-hept-6-en-3-one